N-((R)-1-(3-(difluoromethyl)-2-fluorophenyl)ethyl)-1-(1-(difluoromethyl)cyclopropyl)-4-(((R)-4-methyl-4-azaspiro[2.5]oct-7-yl)amino)-6-oxo-1,6-dihydropyridine-3-carboxamide FC(C=1C(=C(C=CC1)[C@@H](C)NC(=O)C1=CN(C(C=C1N[C@@H]1CCN(C2(CC2)C1)C)=O)C1(CC1)C(F)F)F)F